1-Morpholin-4-yl-1H-[1,2,3]triazole-4-carboxylic acid {2-oxo-2-[4-(3-trifluoromethyl-phenoxy)-piperidin-1-yl]-ethyl}-amide O=C(CNC(=O)C=1N=NN(C1)N1CCOCC1)N1CCC(CC1)OC1=CC(=CC=C1)C(F)(F)F